5-furandiethylamine O1C(=CC=C1CCN)CCN